11-Chloro-2,6,6-trimethyl-3a,6,7,12b-tetrahydro-1H,5H-pyrazolo[1,2-a]pyrrolo[3,4-c]cinnoline-1,3,5(2H)-trione ClC1=CC=2C3C(N4N(C2C=C1)CC(C4=O)(C)C)C(N(C3=O)C)=O